N-(4-(4-amino-2-chlorophenoxy)pyridin-2-yl)acetamide NC1=CC(=C(OC2=CC(=NC=C2)NC(C)=O)C=C1)Cl